[1,4'-bipiperidine]-1'-carboxylic acid N1(CCCCC1)C1CCN(CC1)C(=O)O